CC1N(CCC(C1)N1CCCCC1)C(=O)NCCCCC 2-methyl-N-pentyl-4-(1-piperidinyl)piperidine-1-carboxamide